NC1=NC(=C2N=CN(C2=N1)[C@H]1C=C[C@H](C1)CO)NCCOC ((1s,4r)-4-(2-amino-6-((2-methoxyethyl)amino)-9H-purin-9-yl)cyclopent-2-en-1-yl)methanol